α-(1,1-dimethylethyl)-1H-1,2,4-triazole-1-ethanol CC(C)(C)C(CN1N=CN=C1)O